(±)-Sodium hydrogen tartrate monohydrate O.C(=O)(O)C(O)C(O)C(=O)[O-].[Na+]